(R)-1-(2-(5-fluoro-2-methoxypyridin-4-yl)-5-methylphenyl)-2,2-dimethylpropan-1-ol FC=1C(=CC(=NC1)OC)C1=C(C=C(C=C1)C)[C@@H](C(C)(C)C)O